D-phenylalanine-nitrophenyl ester [N+](=O)([O-])C1=C(C=CC=C1)OC([C@H](N)CC1=CC=CC=C1)=O